E-2,4-dodecadienal C(\C=C\C=CCCCCCCC)=O